[Cl-].COC([C@@H](C)[NH3+])=O (2R)-1-methoxy-1-oxopropan-2-aminium chloride